IC1=C(C=CC(=C1)C=COC)OC 2-iodo-1-methoxy-4-(2-methoxyvinyl)benzene